BrC=1C=2C(C=NC1)=NN(C2)C 4-bromo-2-methylpyrazolo[3,4-c]pyridine